[3-(4-aminocinnolin-7-yl)-4-(3,3-difluorocyclobutyl)oxyphenyl]boronic acid formic acid salt C(=O)O.NC1=CN=NC2=CC(=CC=C12)C=1C=C(C=CC1OC1CC(C1)(F)F)B(O)O